Thiomorpholine 8-(4-hydroxybenzoamido)octanoic acid salt OC1=CC=C(C(=O)NCCCCCCCC(=O)O)C=C1.N1CCSCC1